N-(5-aminopentyl)-2,2,2-trifluoroacetamide, trifluoroacetate salt FC(C(=O)O)(F)F.NCCCCCNC(C(F)(F)F)=O